3-methyl-4-oxo-2-oxa-8-azaspiro[4.5]decane-8-carboxylate CC1OCC2(C1=O)CCN(CC2)C(=O)[O-]